C(C)(C)(C)N1N=CC2=C(C(=CC=C12)NC(=O)C1=NN(C(C=C1)=O)C1=C(C=CC=C1F)F)N1CC2(CC2)[C@H](C1)NC(OC(C)(C)C)=O tert-butyl N-[(7R)-5-[1-tert-butyl-5-[[1-(2,6-difluorophenyl)-6-oxo-pyridazine-3-carbonyl]amino]indazol-4-yl]-5-azaspiro[2.4]heptan-7-yl]carbamate